OC1(CN(C1)C(=O)OC(C)(C)C)CNC=1C=C2C(N(CC2=C(C1)C)C1CCC(CC1)C(NC1=CC(=C(C=C1)C)OC)=O)=O tert-butyl 3-hydroxy-3-(((2-((1s,4s)-4-((3-methoxy-4-methylphenyl)carbamoyl)cyclohexyl)-7-methyl-3-oxoisoindolin-5-yl)amino)methyl)azetidine-1-carboxylate